C(C(O)C)(=O)OCC\C=C/CC (Z)-3-hexen-1-yl lactate